2,6-di-tert-butyl-4-methylcyclohexanone C(C)(C)(C)C1C(C(CC(C1)C)C(C)(C)C)=O